(R)-8-(1-(3-Cyanophenyl)-1H-1,2,3-triazol-4-yl)-9-oxooctahydro-2H-pyrazino[1,2-a]pyrazin C(#N)C=1C=C(C=CC1)N1N=NC(=C1)N1C([C@@H]2N(CCNC2)CC1)=O